(3aR,6aS)-tetrahydro-4H-cyclopenta[d][1,3,2]dioxathiole 2-oxide O1S(O[C@H]2[C@@H]1CCC2)=O